6β,17β-dihydroxyandrost-4-en-3-one O[C@@H]1C[C@H]2[C@@H]3CC[C@@H]([C@@]3(C)CC[C@@H]2[C@]2(CCC(C=C12)=O)C)O